C1(CC1)C(=O)NC1=NC=C(C(=O)NC)C(=C1)NC1=CN(C2=C1C(N(C=C2)C(C)C)=O)C 6-(Cyclopropanecarboxamido)-4-((5-isopropyl-1-methyl-4-oxo-4,5-dihydro-1H-pyrrolo[3,2-c]pyridin-3-yl)amino)-N-methylnicotinamide